CC(/C=C/C(C(=O)O)NC(C1=CN=C(C=C1)OC=1SC=CC1)=O)(C)C (E)-5,5-dimethyl-2-[6-(2-thienyloxy)nicotinoylamino]-3-hexenoic acid